NC=1C(=C2C(=NC1C(=O)N)N(C=C2C=2C=NNC2)CC)C2=C(C(=CC=C2)OCC2=CC=CC=C2)C 5-Amino-4-(3-benzyloxy-2-methyl-phenyl)-1-ethyl-3-(1H-pyrazol-4-yl)pyrrolo[2,3-b]pyridine-6-carboxamide